1-hydroxypropan-2-ol OCC(C)O